(S)-2-(2,2-dimethyltetrahydro-2H-pyran-4-yl)-6-vinylquinazoline CC1(OCC[C@@H](C1)C1=NC2=CC=C(C=C2C=N1)C=C)C